2-(3-cyano-2-fluoro-phenyl)-2,2-difluoro-acetic acid C(#N)C=1C(=C(C=CC1)C(C(=O)O)(F)F)F